N-[1-[2-[methyl-[2-(4-methylphenoxy)ethyl]amino]-2-oxo-ethyl]pyrazol-4-yl]prop-2-ynamide CN(C(CN1N=CC(=C1)NC(C#C)=O)=O)CCOC1=CC=C(C=C1)C